(diphenyltriazinyl)[(dimethyl-fluorenyl)dibenzothiophenyl]benzene 4-[5-(trifluoromethyl)-1,2,4-oxadiazol-3-yl]phenyl-dimethylcarbamate FC(C1=NC(=NO1)C1=CC=C(C=C1)CN(C(O)=O)C)(F)F.C1(=CC=CC=C1)C1=C(C(=NN=N1)C1=C(C=CC=C1)C1=C(C=CC=2SC3=C(C21)C=CC=C3)C3=C(C(=CC=2C1=CC=CC=C1CC32)C)C)C3=CC=CC=C3